C(#N)C=1C=NC(=NC1)N1C[C@H](N([C@H](C1)C)C(=O)Cl)C (2R,6S)-4-(5-cyanopyrimidin-2-yl)-2,6-dimethylpiperazine-1-carbonyl chloride